CC1(C(N(C(N1CC1=CC(=NC=C1)NC(=O)C1NCC12CCCCC2)=O)C2=CC=C(C=C2)SC(F)(F)F)=O)C N-(4-((5,5-dimethyl-2,4-dioxo-3-(4-((trifluoromethyl)thio)phenyl)imidazolidin-1-yl)methyl)pyridin-2-yl)-2-azaspiro[3.5]nonane-1-carboxamide